2-(2,6-Dioxopiperidin-3-yl)-4-(((1-isopropyl-1H-pyrazol-4-yl)methyl)amino)isoindoline-1,3-dione O=C1NC(CCC1N1C(C2=CC=CC(=C2C1=O)NCC=1C=NN(C1)C(C)C)=O)=O